C(N)(=O)C1=CC(=NC2=C1N=CN=C2N[C@@H]2CN(C[C@H](C2)F)C(=O)[O-])C=2C=NC(=CC2)N2CC(CC2)O (3s,5s)-3-({8-carbamoyl-6-[6-(3-hydroxypyrrolidin-1-yl) pyridin-3-yl] pyrido[3,2-d]pyrimidin-4-yl} amino)-5-fluoropiperidin-1-carboxylate